N-(4-((5-(2-aminopyridin-3-yl)isoxazol-3-yl)methyl)benzyl)-6-fluoropyridin-2-amine NC1=NC=CC=C1C1=CC(=NO1)CC1=CC=C(CNC2=NC(=CC=C2)F)C=C1